3-(4-((2-Cyclopropyl-1H-imidazol-1-yl)methyl)-3-fluorophenyl)-5-isobutyl-N-(pyrimidin-2-yl)thiophene-2-sulfonamide C1(CC1)C=1N(C=CN1)CC1=C(C=C(C=C1)C1=C(SC(=C1)CC(C)C)S(=O)(=O)NC1=NC=CC=N1)F